OC1=C(C=CC(=C1)OCOC)C(C=CC1=CC(=C(C=C1)OCOC)CC=C(C)C)=O 1-[2-Hydroxy-4-(methoxymethoxy)phenyl]-3-[3-(3-methyl-2-butenyl)-4-(methoxymethoxy)phenyl]-2-propene-1-one